N-(5-bromopyrimidin-2-yl)-4'-((2-(tert-butyl)-1H-imidazol-1-yl)methyl)-3'-fluoro-5-isobutyl-[1,1'-biphenyl]-2-sulfonamide BrC=1C=NC(=NC1)NS(=O)(=O)C=1C(=CC(=CC1)CC(C)C)C1=CC(=C(C=C1)CN1C(=NC=C1)C(C)(C)C)F